COC(C(CC(C)C1=NCCC2=CC(=C(C=C12)OC)OC)=C)=O 4-(6,7-dimethoxy-3,4-dihydroisoquinolin-1-yl)-2-methylidenepentanoic acid methyl ester